4-(4-(3-(2,4-dihydroxy-5-isopropylphenyl)-5-hydroxy-4H-1,2,4-triazol-4-yl)benzyl)piperazine-1-carboxylic acid tert-butyl ester C(C)(C)(C)OC(=O)N1CCN(CC1)CC1=CC=C(C=C1)N1C(=NN=C1O)C1=C(C=C(C(=C1)C(C)C)O)O